FC=1C(=NC=CC1)SC=1C=2N(C=C(C1)C=1C=NN(C1C)C1CCC(CC1)O)N=CC2C#N 4-((3-fluoropyridin-2-yl)thio)-6-(1-((1r,4r)-4-hydroxycyclohexyl)-5-methyl-1H-pyrazol-4-yl)pyrazolo[1,5-a]pyridine-3-carbonitrile